(2R,4R)-1-(3-chloro-2-fluorobenzyl)-4-((3'-fluoro-6'-((5-methyl-1H-pyrazol-3-yl)amino)-[3,4'-bipyridin]-2'-yl)methyl)-2-methyl-piperidine-4-carboxylic acid ClC=1C(=C(CN2[C@@H](C[C@@](CC2)(C(=O)O)CC2=NC(=CC(=C2F)C=2C=NC=CC2)NC2=NNC(=C2)C)C)C=CC1)F